C(#N)C(CCCCC(C(=O)O)(C)C1=CC(=CC=C1)I)(C)C 7-cyano-2-(3-iodophenyl)-2,7-dimethyloctanoic acid